NC1=NN2C(C=C(C=C2)C=2C(=C(C(=O)NCC[C@H](O)C3=CC=C(C=C3)Cl)C=CC2F)F)=N1 (S)-3-(2-amino-[1,2,4]triazolo[1,5-a]pyridin-7-yl)-N-(3-(4-chlorophenyl)-3-hydroxypropyl)-2,4-difluorobenzamide